ClC1=C(C=CC=C1F)CC(=O)NC1=CC(=NC=C1)N(C(C)=O)C1=C(C=C(C=C1)C)C N-{4-[2-(2-chloro-3-fluorophenyl)acetamido]pyridin-2-yl}-N-(2,4-dimethylphenyl)acetamide